COC1=C(C(=CC=C1)OC)N1C(=NC=2C1=NC(=CN2)C2N(CCC2)S(=O)(=O)N)C2=NC(=CC=C2)OCC (1-(2,6-Dimethoxyphenyl)-2-(6-ethoxypyridin-2-yl)-1H-imidazo[4,5-b]pyrazin-6-yl)pyrrolidine-1-sulfonamide